(4-fluorophenyl)-3-(trans-3-(((S)-4,7,8-trimethyl-6-oxo-5,6,7,8-tetrahydropteridin-2-yl)amino)cyclobutyl)urea FC1=CC=C(C=C1)NC(=O)N[C@@H]1C[C@H](C1)NC1=NC=2N([C@H](C(NC2C(=N1)C)=O)C)C